FC(C1CC(C1)(O)C1=CC=2C(=NC(=CC2)C=2C=NC=3N(C2)C=C(N3)C)S1)F 3-(difluoromethyl)-1-(6-(2-methylimidazo[1,2-a]pyrimidin-6-yl)thieno[2,3-b]pyridin-2-yl)cyclobutanol